N-[3-[[(2'S,4R)-2-ethyl-2'-methyl-spiro[6,7-dihydrothieno[3,2-c]pyran-4,4'-piperidin]-1'-yl]methyl]cyclobutyl]carbamic acid methyl ester COC(NC1CC(C1)CN1[C@H](C[C@@]2(CC1)OCCC1=C2C=C(S1)CC)C)=O